N[C@H](C1CCN(CC1)C(=O)C1NCC(N(C1)C)=O)C1=C(C=C(C(=C1)Cl)Cl)O 5-[4-[(R)-amino(4,5-dichloro-2-hydroxyphenyl)methyl]piperidine-1-carbonyl]-1-methylpiperazin-2-one